trifluoro-methyl bromide FC(F)(F)Br